C[Si](OC(O[Si](C)(C)C)[SiH2]CCC(C)OC(C=CC1=CC(=C(C(=C1)OC)OC)OC)=O)(C)C [3-bis(trimethylsiloxy) methylsilyl-1-methylpropyl]-3,4,5-trimethoxycinnamate